7-(2-((7-chloro-2-(2,2,2-trifluoroethyl)-1,2,3,4-tetrahydroisoquinolin-6-yl)amino)-5-(trifluoromethyl)pyrimidin-4-yl)-3,4-dihydrothieno[2,3-f][1,4]thiazepin-5(2H)-one 1,1-dioxide ClC1=C(C=C2CCN(CC2=C1)CC(F)(F)F)NC1=NC=C(C(=N1)C1=CC2=C(C(NCCS2(=O)=O)=O)S1)C(F)(F)F